N-tert-butyl-3-methoxy-6-(3,4,5-trifluoroanilino)pyridine-2-carboxamide C(C)(C)(C)NC(=O)C1=NC(=CC=C1OC)NC1=CC(=C(C(=C1)F)F)F